hydroxy-3'-((dimethylamino)methyl)-4'-chloroisoflavone OC=1OC2=CC=CC=C2C(C1C1=CC(=C(C=C1)Cl)CN(C)C)=O